OC1=CC=C(C=C1)CCCC(C)C (4-hydroxyphenyl)-4-Methylpentane